(S)-2-((tert-Butoxycarbonyl)amino)-5-(methylsulfonamido)pentanoic acid C(C)(C)(C)OC(=O)N[C@H](C(=O)O)CCCNS(=O)(=O)C